CNC(CCCCCCCCCCCC1(NC=C(C=N1)B1OC(C(O1)(C)C)(C)C)N1CC(CC1)(F)F)=O 2-(3,3-difluoropyrrolidin-1-yl)-5-(4,4,5,5-tetramethyl-1,3,2-dioxaborolan-2-yl)pyrimidinelauric acid N-methylamide